3-(thiophen-2-yl)-1,5-dihydro-2H-pyrrol-2-one S1C(=CC=C1)C=1C(NCC1)=O